C(C1=CC=CC=C1)OC1=C(N(C=C(C1=O)C(NCC1=C(C=C(C=C1F)F)F)=O)[C@H]1CCC2=C(NC1)C=CC=C2F)C(=O)OC methyl (S)-3-(benzyloxy)-1-(6-fluoro-2,3,4,5-tetrahydro-1H-benzo[b]azepin-3-yl)-4-oxo-5-((2,4,6-trifluorobenzyl) carbamoyl)-1,4-dihydropyridine-2-carboxylate